(R)-2-(4,4-dimethyl-1,4-azasilinan-1-yl)-4-((2-hydroxyethyl)sulfonamido)-N-(2-oxo-1-(4,4,4-trifluoro-3-hydroxybutyl)-1,2-dihydropyridin-3-yl)benzamide C[Si]1(CCN(CC1)C1=C(C(=O)NC=2C(N(C=CC2)CC[C@H](C(F)(F)F)O)=O)C=CC(=C1)NS(=O)(=O)CCO)C